6-fluoro-9H-pyrido[2,3-b]indole FC=1C=C2C3=C(NC2=CC1)N=CC=C3